[P+5].ClC1=CN=NC2=C(C=C(C=C12)C1=CC=C(C=C1)F)OC 4-chloro-6-(4-fluorophenyl)-8-methoxycinnoline Phosphorus(V)